tert-butyl 6-[[1-(trifluoromethyl)cyclopropyl]amino]-2-azaspiro[3.3]heptane-2-carboxylate FC(C1(CC1)NC1CC2(CN(C2)C(=O)OC(C)(C)C)C1)(F)F